((2-propyl-1,2,3,4-tetrahydroisoquinolin-7-yl)(isopropyl)amino)-1-methylpyridin-2(1H)-one C(CC)N1CC2=CC(=CC=C2CC1)N(C(C)C)C=1C(N(C=CC1)C)=O